CC(CC(=O)O)CC β-methylvaleric acid